6-chloro-3-(ethanesulfonyl)-5'-(2,2,3,3,3-pentafluoropropoxy)-2,2'-bipyridine ClC1=CC=C(C(=N1)C1=NC=C(C=C1)OCC(C(F)(F)F)(F)F)S(=O)(=O)CC